C(C)N[C@H]1CN(C[C@H]1F)C1=NC=C(C=N1)C(=O)NC=1C=C(C=2N(C1)C=C(N2)C)F 2-((3S,4R)-3-(ethylamino)-4-fluoropyrrolidin-1-yl)-N-(8-fluoro-2-methylimidazo[1,2-a]pyridin-6-yl)pyrimidine-5-carboxamide